C(C)OC(CC(CC=C)(C)C)=O.C(CC)C(CC(=O)OCC)CC=C ethyl 3-propyl-5-hexenoate ethyl-3,3-dimethyl-5-hexenoate